ethylaminoglycine hydrochloride Cl.C(C)NNCC(=O)O